(E)-2-(4-chlorophenyl)-4-phenyl-2-((trimethylsilyl)oxy)but-3-enenitrile ClC1=CC=C(C=C1)C(C#N)(\C=C\C1=CC=CC=C1)O[Si](C)(C)C